Ethyl (E)-4-amino-4-methyl-pent-2-enoate NC(/C=C/C(=O)OCC)(C)C